ClC1=C(COC=2C(=C3CCC(C3=CC2)NCC(C)(O)C)C)C(=CC=C1)Cl 1-((5-((2,6-dichlorobenzyl)oxy)-4-methyl-2,3-dihydro-1H-inden-1-yl)amino)-2-methylpropan-2-ol